C(C)(C)(C)OC(=O)N[C@@H](CO)C(=O)O N-(tert-butyloxycarbonyl)-L-serine